N'-(2-fluoro-4-(methylsulfonyl)phenyl)-2-(4-(9-hydroxy-2-methoxy-9-(trifluoromethyl)-9H-fluoren-4-yl)-1H-pyrazol-1-yl)propanehydrazide FC1=C(C=CC(=C1)S(=O)(=O)C)NNC(C(C)N1N=CC(=C1)C1=CC(=CC=2C(C3=CC=CC=C3C12)(C(F)(F)F)O)OC)=O